1,3-bis(hexafluoro-alpha-hydroxyisopropyl)benzene methyl-(S)-5-methyl-2-oxo-2,5,6,7-tetrahydro-1H-cyclopenta[b]pyridine-3-carboxylate COC(=O)C1=CC2=C(NC1=O)CC[C@@H]2C.FC(C(C(F)(F)F)(O)C2=CC(=CC=C2)C(C(F)(F)F)(C(F)(F)F)O)(F)F